C(#N)C1N(CSC1)C(CNC(=O)C1=CC=NC2=CC=CC=C12)=O N-(2-(4-cyanothiazolidin-3-yl)-2-oxoethyl)quinoline-4-carboxamide